C(CCCCCCCCCCCCCCCCCCCCCCCCCCCC)[Na] nonacosyl-sodium